FC=1C(=CC(=C(C1)C1=CC=C(N=N1)N(C1C[C@]2(CCC[C@@](C1)(N2CC2=CC=C(C=C2)OC)C)C)C)OCOC)C=2C=NNC2 (1R,3s,5S)-N-(6-(5-fluoro-2-(methoxymethoxy)-4-(1H-pyrazol-4-yl)phenyl)pyridazin-3-yl)-9-(4-methoxybenzyl)-N,1,5-trimethyl-9-azabicyclo[3.3.1]nonan-3-amine